COCNC1=NC(=NC(=N1)N)N N'-(methoxymethyl)melamine